({[(2R,3S,4R,5R)-5-{2-chloro-6-[(2-phenylethyl)amino]-9H-purin-9-yl}-3,4-dihydroxyoxocyclopent-2-yl]methoxy}methyl)phosphonic acid ClC1=NC(=C2N=CN(C2=N1)[C@@H]1[C@H]([C@H]([C@H](C1=O)COCP(O)(O)=O)O)O)NCCC1=CC=CC=C1